2,3-dichloro-4-carbonyl-but-2-enoic acid ClC(C(=O)O)=C(C=C=O)Cl